NC1=NC(=C(C=2N1C(N(N2)CCC2=CC=CC=C2)=O)C2=CC(=NC(=C2)C)C)C2=CC=CC=C2 5-amino-8-(2,6-dimethyl-4-pyridinyl)-7-phenyl-2-(2-phenylethyl)-[1,2,4]triazolo[4,3-c]pyrimidin-3-one